2-(1-Propan-2-ylpyrazol-4-yl)pyrazolo[1,5-a]pyrimidine-3-carboxylic acid CC(C)N1N=CC(=C1)C1=NN2C(N=CC=C2)=C1C(=O)O